1,7-Bis(2-hydroxy-5-methoxyphenyl)-1,6-heptadiene-3,5-dione OC1=C(C=C(C=C1)OC)C=CC(CC(C=CC1=C(C=CC(=C1)OC)O)=O)=O